N-(5,5-Dimethyl-hexyl)-2-ethylsulfanyl-4-methyl-6-morpholin-4-yl-pyridine-3-carboxylic acid amide CC(CCCCNC(=O)C=1C(=NC(=CC1C)N1CCOCC1)SCC)(C)C